benzyl 4-oxo-2-phenyl-2,3-dihydropyridine-1-carboxylate O=C1CC(N(C=C1)C(=O)OCC1=CC=CC=C1)C1=CC=CC=C1